CC=1N=NC(=CC1)C 3,6-dimethylpyridazine